3-(5-(azepane-1-carbonyl)-1-oxoisoindolin-2-yl)piperidine-2,6-dione N1(CCCCCC1)C(=O)C=1C=C2CN(C(C2=CC1)=O)C1C(NC(CC1)=O)=O